(s)-2-(3,5-Dimethylphenyl)-2-(((2,2,2-trichloroethoxy)carbonyl)amino)propanoic acid CC=1C=C(C=C(C1)C)[C@](C(=O)O)(C)NC(=O)OCC(Cl)(Cl)Cl